(S)-2-(3-methyl-1H-pyrrolo[2,3-b]pyridin-5-yl)-4-(pyrrolidine-2-yl)quinoline CC1=CNC2=NC=C(C=C21)C2=NC1=CC=CC=C1C(=C2)[C@H]2NCCC2